[Mn].[Co].[Sr].[La] lanthanum Strontium Cobalt Manganese